[Cl-].C(C=C)CC=1NC(=C(N1)C)C monoallyltrimethylimidazole chloride